OC[C@H](C)N1C(N=CC=C1C1=CC=C(C=C1)OC(F)(F)F)C1=CC=NN1C N-[(2S)-1-Hydroxypropan-2-yl]-2-(1-methyl-1H-pyrazol-5-yl)-6-[4-(trifluoromethoxy)phenyl]pyrimidin